tert-butyl 4-(((6R)-6-(2-(dimethylamino)-6-(methoxycarbonyl)pyridin-3-yl)-2,2-difluoro-7-azaspiro[3.5]nonan-7-yl)methyl)-5-methoxy-7-methylindole-1-carboxylate CN(C1=NC(=CC=C1[C@H]1CC2(CC(C2)(F)F)CCN1CC1=C2C=CN(C2=C(C=C1OC)C)C(=O)OC(C)(C)C)C(=O)OC)C